CN(C1=NC=CC=C1CNC1=NC(=NC=C1C(F)(F)F)NC1CCN(CC1)C(CNC(C)=O)=O)S(=O)(=O)C N-{2-(4-({4-[({2-[methyl(methylsulfonyl)amino]pyridin-3-yl}methyl)amino]-5-(trifluoromethyl)pyrimidin-2-yl}amino)piperidin-1-yl)-2-oxoethyl}acetamide